sodium bisoxalate borate B([O-])(O)O.C(C(=O)O)(=O)O.C(C(=O)O)(=O)O.[Na+]